C(C=C)(=O)N1[C@H](CN(C[C@H]1C)C1=NC(N2C3=C(C=C(C=C13)C(F)(F)F)S(C[C@H](C2)C2=NC=CC=C2)Br)=O)C (R)-8-((3S,5R)-4-acryloyl-3,5-dimethylpiperazin-1-yl)-l-1-bromo-3-(pyridin-2-yl)-10-(trifluoromethyl)-3,4-dihydro-2H,6H-[1,4]thiazepino[2,3,4-ij]quinazolin-6-one